2,6-dimethyl-4-methoxypyridine CC1=NC(=CC(=C1)OC)C